1-[2-(pyrazin-2-yl)acetyl]pyrrolidine-2-carboxamide N1=C(C=NC=C1)CC(=O)N1C(CCC1)C(=O)N